1-methylpyrrol-3,4-dicarboxylic acid CN1C=C(C(=C1)C(=O)O)C(=O)O